(S)-1-phenyl-N-(2,3,5-trifluoro-4-(2-(piperidin-3-ylamino)quinazolin-6-yl)phenyl)methanesulfonamide hydrochloride Cl.C1(=CC=CC=C1)CS(=O)(=O)NC1=C(C(=C(C(=C1)F)C=1C=C2C=NC(=NC2=CC1)N[C@@H]1CNCCC1)F)F